3-Amino-5-fluoropyridinecarboxamide NC=1C(=NC=C(C1)F)C(=O)N